(S)-5-cyclopropyl-4-((2,2-difluoro-6-(6-(methoxycarbonyl)pyridin-3-yl)-7-azaspiro[3.5]non-7-yl)methyl)-7-methyl-1H-indole-1-carboxylic acid tert-butyl ester C(C)(C)(C)OC(=O)N1C=CC2=C(C(=CC(=C12)C)C1CC1)CN1[C@@H](CC2(CC(C2)(F)F)CC1)C=1C=NC(=CC1)C(=O)OC